ClC1=CC=C(C=C1)C=1C(=NNC1C)C=1C=NN(C1)C 4-(4-chlorophenyl)-5-methyl-3-(1-methylpyrazol-4-yl)-1H-pyrazole